O=CC(CNC(OCC1=CC=CC=C1)=O)NC(OC(C)(C)C)=O benzyl tert-butyl (3-oxopropane-1,2-diyl)dicarbamate